C(C)(C)(C)C1=C(C=CC(=C1)C)O 2-tert-butyl-4-methylphenol